CN(C)[Zr](C1C=CC=C1)(N(C)C)N(C)C tris(dimethylamino)cyclopentadienyl-zirconium(IV)